Cl.Cl.N(=NC(C(=N)N)(C)C)C(C(=N)N)(C)C azobis[2-methylpropionamidine] dihydrochloride